N(N)C(OCC1CC(C1)O[Si](C)(C)C(C)(C)C)=S O-(((1r,3r)-3-((tert-butyldimethylsilyl)oxy)cyclobutyl)methyl) hydrazinecarbothioate